(2r,4s)-2-(4-(3-(tert-Butyl)phenyl)piperidine-1-carbonyl)-5-azaspiro[3.4]octan-6-one C(C)(C)(C)C=1C=C(C=CC1)C1CCN(CC1)C(=O)C1CC2(C1)NC(CC2)=O